S1N=CN=C1C(=O)NN 1,2,4-THIADIAZOLE-5-CARBOHYDRAZIDE